(E)-6-(6-ethoxy-2-methylpyridin-3-yl)-N'-((2-fluoro-5-methoxypyridin-3-yl)methylene)pyrazine-2-carbohydrazide C(C)OC1=CC=C(C(=N1)C)C1=CN=CC(=N1)C(=O)N/N=C/C=1C(=NC=C(C1)OC)F